FC1=CC=C2C(=CC=NC2=C1)N(CCCC(CC)CCO)N 7-fluoro-4-(4-ethyl-(2-hydroxyethyl)-amino-1-butylamino)quinoline